C(C)OC(=O)C=1N(N=C2C1NCC[C@H]2N2CCN(CC2)S(=O)(=O)C2=C(C=CC=C2)[N+](=O)[O-])C2=CC=C(C=C2)OC2=CC=C(C=C2)C.C(#N)C2=CC=C(C=C2)C2=CC(=CC(=C2)C2=CC=C(C=C2)C#N)C2=CC=C(C=C2)C#N 1,3,5-tris(4-cyanophenyl)benzene ethyl-(7R)-2-[4-(4-methylphenoxy)phenyl]-7-[4-(2-nitrobenzene-1-sulfonyl)piperazin-1-yl]-4,5,6,7-tetrahydro-2H-pyrazolo[4,3-b]pyridine-3-carboxylate